C(CC)S(=O)(=O)O.CN(C=O)C dimethyl-formamide propanesulfonate